BrC1=C(C=C(C=C1)CN1C(N(C(CC1)=O)CC1=CC=C(C=C1)OC)=O)F 1-[(4-bromo-3-fluorophenyl)methyl]-3-[(4-methoxyphenyl)methyl]-1,3-Diazinan-2,4-dione